C(=O)C1(CCN(CC1)C(=O)OC(C)(C)C)O tert-butyl 4-formyl-4-hydroxy-piperidine-1-carboxylate